BrC=1N(C(=C(N1)Br)Br)CCOC 2,4,5-tribromo-1-(2-methoxyethyl)-imidazole